N1(CCC(CC1)N1N=C(C=C1)C1=CC=C(C=C1)OC1=C(C=CC=C1)F)C1CCNCC1 1-([1,4'-bipiperidin]-4-yl)-3-(4-(2-fluorophenoxy)phenyl)-1H-pyrazole